tributyl-(4-(2-ethylhexyl)-thiophen-2-yl)-stannane C(CCC)[Sn](C=1SC=C(C1)CC(CCCC)CC)(CCCC)CCCC